4-(4-bromopyridin-2-yl)oxazolidine-4-carbonitrile BrC1=CC(=NC=C1)C1(NCOC1)C#N